(Z)-5-(pyridin-4-ylethynyl)thiazole-2-carbaldehyde oxime N1=CC=C(C=C1)C#CC1=CN=C(S1)\C=N/O